O1C=CC2=C1C=CC(=C2)C=2C(=NC(=CN2)CCCOC)N2CCC(CC2)C(=O)OCC ethyl 1-(3-(benzofuran-5-yl)-6-(3-methoxypropyl)pyrazin-2-yl)piperidine-4-carboxylate